4-(2-Ethyl-4-iodo-1-oxo-1,2-dihydroisoquinolin-6-yl)piperazine-1-carboxylic acid tert-butyl ester C(C)(C)(C)OC(=O)N1CCN(CC1)C=1C=C2C(=CN(C(C2=CC1)=O)CC)I